4-[[(2S,3S,4S,5R)-3-[2-[(3,3-Difluorocyclobutyl)methoxy]-3,4-difluoro-phenyl]-4,5-dimethyl-5-(trifluoromethyl)tetrahydrofuran-2-carbonyl]amino]pyridin-2-carboxamid FC1(CC(C1)COC1=C(C=CC(=C1F)F)[C@H]1[C@H](O[C@]([C@H]1C)(C(F)(F)F)C)C(=O)NC1=CC(=NC=C1)C(=O)N)F